C1(CCCCC1)[C@@H](C(=O)NC=1C=C2CC(CC2=CC1)(C(NC)=O)N1C(NC(C1)CC1CCCCC1)=O)NC(=O)C1=CC=NN1C N-((1S)-1-cyclohexyl-2-((2-(4-(cyclohexylmethyl)-2-oxoimidazolidin-1-yl)-2-(methylcarbamoyl)-2,3-dihydro-1H-inden-5-yl)amino)-2-oxoethyl)-1-methyl-1H-pyrazole-5-carboxamide